N[C@@H]1C[C@H](CCC1)CNC1=NN(C(=C1)C1=CC(=C(C#N)C=C1)F)C1=CC=NC=C1 4-(3-((((1S,3S)-3-aminocyclohexyl)methyl)amino)-1-(pyridin-4-yl)-1H-pyrazol-5-yl)-2-fluorobenzonitrile